FC1=C(C=CC=C1)C1=NN(C=C1C=1C2=C(N=CN1)C=C(C(=N2)N)OC)C 4-(3-(2-fluorophenyl)-1-methyl-1H-pyrazol-4-yl)-7-methoxypyrido[3,2-d]pyrimidin-6-amine